C(C)OC1=NC=CC(=C1)C1=CC=C(C=C1)[C@H](C)N1N=CC2=CC=CC(=C12)C(=O)NC1CC2(CCC2)C1 (Sa)-6-(1-((S)-1-(4-(2-Ethoxypyridin-4-yl)phenyl)ethyl)-1H-indazol-7-carboxamido)spiro[3.3]heptan